(4R)-4-[3-[3-[6-(2-chloro-4-methylsulfonyl-phenyl)-3-pyridinyl]azetidin-1-yl]-3-oxo-propyl]oxazolidin-2-one ClC1=C(C=CC(=C1)S(=O)(=O)C)C1=CC=C(C=N1)C1CN(C1)C(CC[C@H]1NC(OC1)=O)=O